C[C@H]1CN(CCN1CC=1N=NC=CC1)C1=CC=CC=C1C#N 6-((3S)-3-methyl-4-((pyridazine-3-yl)methyl)piperazine-1-yl)benzonitrile